3-fluoro-N-(4-(1,1,1,3,3,3-hexafluoro-2-hydroxypropan-2-yl)phenyl)benzamide FC=1C=C(C(=O)NC2=CC=C(C=C2)C(C(F)(F)F)(C(F)(F)F)O)C=CC1